FCCOC(CCC(C)=O)=O 4-oxopentanoic acid 2-fluoroethyl ester